(+/-)-N5-((1r,4r)-4-hydroxycyclohexyl)-N3-methyl-1-(1-(4-(trifluoromethyl)phenyl)ethyl)-1H-pyrazole-3,5-dicarboxamide OC1CCC(CC1)NC(=O)C1=CC(=NN1[C@H](C)C1=CC=C(C=C1)C(F)(F)F)C(=O)NC |r|